FC=1C=C(C=C(C1F)F)C=1N=NN(C1)[C@@H]1[C@H]([C@@H](SC=2C=NC(=C(C2)Br)C(F)(F)F)O[C@@H]([C@@H]1O)CO)O 5-Bromo-6-trifluoromethyl-pyridin-3-yl 3-deoxy-3-[4-(3,4,5-trifluorophenyl)-1H-1,2,3-triazol-1-yl]-1-thio-α-D-galactopyranoside